FC(C12CNC(C1)(C2)CO)F (4-(difluoromethyl)-2-azabicyclo[2.1.1]Hex-1-yl)methanol